C(C)(C)(C)OC([C@@H](NC(=O)OC(C)(C)C)CC(N(C)OC)=O)=O N2-(tert-butoxycarbonyl)-N4-methoxy-N4-methyl-L-asparagine tert-butyl ester